2-Chloro-N-{2-[4-(difluoromethyl)-1,3-thiazol-5-yl]-2-{4-[(4-fluoro-1-methyl-1H-1,3-benzodiazol-2-yl)oxy]piperidin-1-yl}ethyl}-6-fluorobenzamide ClC1=C(C(=O)NCC(N2CCC(CC2)OC2=NC3=C(N2C)C=CC=C3F)C3=C(N=CS3)C(F)F)C(=CC=C1)F